ClC1=C(C=CC(=N1)N)F 6-chloro-5-fluoro-pyridin-2-amine